ClC=1C=C(C=CC1Cl)S(=O)(=O)Cl 3,4-dichlorobenzene-1-sulfonyl chloride